tert-butyl 2-(1-(2-ethoxy-2-oxoethyl)piperidin-4-yl)acetate C(C)OC(CN1CCC(CC1)CC(=O)OC(C)(C)C)=O